(2-(5-acetyl-2-fluorophenylamino)-5-methylpyrimidin-4-ylamino)benzo[d]oxazol-2(3H)-one C(C)(=O)C=1C=CC(=C(C1)NC1=NC=C(C(=N1)NN1C(OC2=C1C=CC=C2)=O)C)F